[I-].C(CCCCC)OC=1C(=NSN1)C1=CCC[N+](C1)(C(C)OC(CCCCCCCCCCCCCCC)=O)C 5-(4-(Hexyloxy)-1,2,5-thiadiazol-3-yl)-1-methyl-1-(1-(palmitoyloxy)ethyl)-1,2,3,6-tetrahydropyridin-1-ium iodide